C(=O)C=1N=C2C(NC(=NC2=NC1)NC(C)=O)=O N-(6-formyl-3,4-dihydro-4-oxo-2-pteridinyl)-acetamide